Cl.O=C1N(CCC(N1)=O)C=1C=C(C=CC1)NC(C)=O N-(3-(2,4-dioxotetrahydropyrimidin-1(2H)-yl)phenyl)acetamide hydrochloride